2-[4-(2-amino-4-pyridyl)-3,5-dimethyl-pyrazol-1-yl]-N-(5-pyrazin-2-yl-2-pyridyl)acetamide NC1=NC=CC(=C1)C=1C(=NN(C1C)CC(=O)NC1=NC=C(C=C1)C1=NC=CN=C1)C